6-benzyl-1,3-diphenyl-8-methyl-2,4,7-trioxo-1,2,3,4,7,8-hexahydropyrido[2,3-d]pyrimidin-5-yl p-methylbenzenesulfonate CC1=CC=C(C=C1)S(=O)(=O)OC1=C(C(N(C=2N(C(N(C(C21)=O)C2=CC=CC=C2)=O)C2=CC=CC=C2)C)=O)CC2=CC=CC=C2